3-(4-Chlorophenyl)-N-(5-(pyridin-4-yl)-4H-1,2,4-triazol-3-yl)propanamide ClC1=CC=C(C=C1)CCC(=O)NC1=NN=C(N1)C1=CC=NC=C1